NC1=CC(=NN1CC(=O)N1C[C@@]2(CC1)C1=C(NC(O2)=O)C=CC(=C1F)Cl)C=1SC=CN1 (R)-1'-(2-(5-Amino-3-(thiazol-2-yl)-1H-pyrazol-1-yl)acetyl)-6-chloro-5-fluorospiro[benzo[d][1,3]oxazine-4,3'-pyrrolidin]-2(1H)-one